FC=1C(=C(C=CC1F)C(\C(=C(\C(F)(F)F)/C)\C)=O)OC (E)-1-(3,4-difluoro-2-methoxyphenyl)-4,4,4-trifluoro-2,3-dimethylbut-2-en-1-one